C(C)(C)(C)OC(N(C(=O)OC(C)(C)C)C1=NNC2=C(C=C(C=C12)B1OC(C(O1)(C)C)(C)C)Br)=O tert-butyl(7-bromo-5-(4,4,5,5-tetramethyl-1,3,2-dioxaborolan-2-yl)-1H-indazol-3-yl)(tert-butoxycarbonyl)carbamate